C(C)(C)(C)OC(=O)N1C[C@@H]([C@@H](CC1)OC1=C2C(=NC(=N1)Cl)NN=C2C)F (3S,4R)-4-([6-chloro-3-methyl-1H-pyrazolo[3,4-d]pyrimidin-4-yl]oxy)-3-fluoropiperidine-1-carboxylic acid tert-butyl ester